5-(4-chloro-2-fluorophenyl)-2,3-dimethyl-7-((2S)-2-(2-methyl-5-pyrimidinyl)-4-morpholinyl)pyrido[4,3-d]pyrimidin-4(3H)-one ClC1=CC(=C(C=C1)C1=NC(=CC=2N=C(N(C(C21)=O)C)C)N2C[C@@H](OCC2)C=2C=NC(=NC2)C)F